C(CCCC)C1CC(C1)(C(=O)OCC)C(=O)OCC diethyl 3-pentylcyclobutane-1,1-dicarboxylate